C(CC)[C@@H]1CC(OC1)=O (4R)-4-propyl-2-oxotetrahydrofuran